3-(5-(1H-pyrazol-1-yl)pyrid-2-yl)-5-(bromomethyl)-1-(2,6-difluorobenzyl)-6-(4-nitrophenyl)thieno[2,3-d]pyrimidine-2,4(1H,3H)-dione N1(N=CC=C1)C=1C=CC(=NC1)N1C(N(C2=C(C1=O)C(=C(S2)C2=CC=C(C=C2)[N+](=O)[O-])CBr)CC2=C(C=CC=C2F)F)=O